CC1=CC=C(C=C1)S(=O)(=O)OC(CF)([2H])[2H] (1,1-dideutero-2-fluoro-ethyl) 4-methylbenzenesulfonate